4-(2-azidopropan-2-yl)-6-chloro-1-methoxy-2,7-naphthyridine N(=[N+]=[N-])C(C)(C)C1=CN=C(C2=CN=C(C=C12)Cl)OC